amino benzoate tetraethyl-ammonium salt C(C)[N+](CC)(CC)CC.C(C1=CC=CC=C1)(=O)ON